5-(3-hydroxyoxetan-3-yl)-1,3-thiazole-2-sulfonyl chloride OC1(COC1)C1=CN=C(S1)S(=O)(=O)Cl